C(C)(=O)OCCC(C(=O)O)=C.C(C=C)(=O)OCCOC(C)=O acetoxyethyl acrylate (acetoxyethyl acrylate)